5-(4-((5-amino-9-fluoro-7-methoxy-[1,2,4]triazolo[1,5-c]quinazolin-2-yl)methyl)-1H-pyrazol-1-yl)-2-methylpentan-2-ol NC1=NC=2C(=CC(=CC2C=2N1N=C(N2)CC=2C=NN(C2)CCCC(C)(O)C)F)OC